[5-bromo-2-methyl-6-(2-propoxypropoxy)-3-pyridyl]-N-ethyl-N-methyl-formamidine BrC=1C=C(C(=NC1OCC(C)OCCC)C)C(=N)N(C)CC